[2,6]naphthyridine C1=NC=CC2=CN=CC=C12